tri(β-chloropropyl) phosphate P(=O)(OCC(C)Cl)(OCC(C)Cl)OCC(C)Cl